methylAzopropionic acid CN=NC(C(=O)O)C